C(#N)C1=C(C=C(C=N1)NC([C@@](CN1N=CC(=C1)CNC(OC(C)(C)C)=O)(C)O)=O)C(F)(F)F (S)-tert-Butyl ((1-(3-((6-cyano-5-(trifluoromethyl)pyridin-3-yl)amino)-2-hydroxy-2-methyl-3-oxopropyl)-1H-pyrazol-4-yl)methyl)carbamate